3,4-diaminopyrrolidine-1-carboxylic acid tert-butyl ester C(C)(C)(C)OC(=O)N1CC(C(C1)N)N